tert-butyl 3-(2-(2-methoxypyridin-4-yl)-1-tosyl-1H-pyrrolo[2,3-b]pyridin-4-yl)-3,8-diazabicyclo[3.2.1]octane-8-carboxylate COC1=NC=CC(=C1)C1=CC=2C(=NC=CC2N2CC3CCC(C2)N3C(=O)OC(C)(C)C)N1S(=O)(=O)C1=CC=C(C)C=C1